COC([C@H](COC)O)=O (S)-2-hydroxy-3-methoxypropionic acid methyl ester